FC1=C(C(=C2C=NN(C2=C1)C1OCCCC1)B1OC(C(O1)(C)C)(C)C)CCCCO 4-(6-fluoro-1-(tetrahydro-2H-pyran-2-yl)-4-(4,4,5,5-tetramethyl-1,3,2-dioxaborolan-2-yl)-1H-indazol-5-yl)butan-1-ol